3-[[3-fluoro-2-(methylaminosulfonylamino)-4-pyridyl]methyl]-4-methyl-7-pyrimidin-2-yloxychromene-2-one FC=1C(=NC=CC1CC=1C(OC2=CC(=CC=C2C1C)OC1=NC=CC=N1)=O)NS(=O)(=O)NC